trityl-L-β-homoglutamine C(C1=CC=CC=C1)(C1=CC=CC=C1)(C1=CC=CC=C1)N[C@@H](CCC(N)=O)CC(=O)O